6-(4-aminobutoxy)-2-(cyclopropylmethoxy)-N-(3-fluoro-4-methoxybenzyl)-3-(4H-1,2,4-triazol-4-yl)benzamide NCCCCOC1=CC=C(C(=C1C(=O)NCC1=CC(=C(C=C1)OC)F)OCC1CC1)N1C=NN=C1